N-((1S,3R)-3-((2'-(benzyloxy)-3'-chloro-4-fluoro-[1,1'-biphenyl]-3-yl)methyl)-3-(4-(chloromethyl)oxazol-2-yl)cyclopentyl)methanesulfonamide C(C1=CC=CC=C1)OC1=C(C=CC=C1Cl)C1=CC(=C(C=C1)F)C[C@]1(C[C@H](CC1)NS(=O)(=O)C)C=1OC=C(N1)CCl